C1(=CC=C(C=C1)C=1C=CC=2C(=NN(N2)C)C1)C1=CC=CC=C1 6-([1,1'-biphenyl]-4-yl)-2-methyl-2H-benzo[d][1,2,3]triazole